Tert-butyl (4-(((trans)-2-phenylcyclopropyl)amino)cyclohexyl)carbamate C1(=CC=CC=C1)[C@H]1[C@@H](C1)NC1CCC(CC1)NC(OC(C)(C)C)=O